(2-fluoroethyl)trimethyl-ammonium FCC[N+](C)(C)C